CC1(CCN(CC1)CC1=CC(=NC=C1)C(NC1=CC=C(C=C1)C1=CC2=C(N=CN=C2N2CCOCC2)N1COCC[Si](C)(C)C)=O)NC(OC(C)(C)C)=O tert-butyl (4-methyl-1-((2-((4-(4-morpholino-7-((2-(trimethylsilyl)ethoxy)methyl)-7H-pyrrolo[2,3-d]pyrimidin-6-yl)phenyl)carbamoyl)pyridin-4-yl)methyl)piperidin-4-yl)carbamate